ClC=1C=C(C=2N(N1)C=CN2)[C@@H]2[C@H](C2)C2=CC1=C(C=N2)C=NN1CC(F)(F)F 6-((1S,2S)-2-(6-chloroimidazo[1,2-b]pyridazin-8-yl)cyclopropyl)-1-(2,2,2-trifluoroethyl)-1H-pyrazolo[4,3-c]pyridine